4-N-butyliodobenzene CCCCC1=CC=C(C=C1)I